CC(C(CC(=O)OC)=O)C methyl 4-methyl-3-oxo-pentanoate